NC=1C=C(C(=O)O)C=CC1O.C(C)OC(C1=CC(=C(C=C1)O)N)=O.FC1=CC=C(C=CC2=C(C=CC=C2)[N+]#[C-])C=C1 2-(4-fluorostyryl)isocyanobenzene ethyl-3-Amino-4-hydroxybenzoate (3-Amino-4-hydroxybenzoate)